ClC=1C=NN(C1C1=CSC2=C1N=C(N=C2N2[C@@H](COCC2)C)C2=C1C(=NC=C2)NC=C1)C(C)C (R)-4-(7-(4-chloro-1-isopropyl-1H-pyrazol-5-yl)-2-(1H-pyrrolo[2,3-b]pyridin-4-yl)thieno[3,2-d]pyrimidin-4-yl)-3-methylmorpholine